N=1C=CN2C1N=C1C2=CC=C2C3=CC=CC=C3N=C12 Imidazo[1',2':1,2]Imidazo[4,5-a]Carbazole